5-Bromo-6-methoxy-1-methylindazole BrC=1C=C2C=NN(C2=CC1OC)C